glycidoxyethyl-triethoxysilane C(C1CO1)OCC[Si](OCC)(OCC)OCC